CN1N=C(C=C1C(=O)NCCCC1=CC=C(C=C1)C=1C=CC2=C(OCC(N2)=O)C1)C 1,3-dimethyl-N-(3-(4-(3-oxo-3,4-dihydro-2H-benzo[b][1,4]oxazin-7-yl)phenyl)propyl)-1H-pyrazole-5-carboxamide